S1C(CC1)S[Sn]1(SSC1)SC1SCC1 bis(thietanylthio)dithiastannetan